3-[[[(1R)-3-carboxy-1-(hydroxycarbamoyl)-propyl]amino]methyl]benzoic acid C(=O)(O)CC[C@H](C(NO)=O)NCC=1C=C(C(=O)O)C=CC1